NC1=C(C=2C(=NC=C(N2)C#N)N1C1=C(C(=CC=C1C)O)C)C(=O)N 6-amino-2-cyano-5-(3-hydroxy-2,6-dimethyl-phenyl)pyrrolo[2,3-b]Pyrazine-7-carboxamide